4-{[(4-cyanophenyl)methyl]amino}-2-[(6-methoxy-2-methyl-1,2,3,4-tetrahydroisoquinolin-7-yl)amino]pyrimidine-5-carboxamide C(#N)C1=CC=C(C=C1)CNC1=NC(=NC=C1C(=O)N)NC1=C(C=C2CCN(CC2=C1)C)OC